(2S)-10-amino-2-cyclopropyl-3,3,11-trifluoro-7-methyl-2,4-dihydro-1H-[1,4]oxazepino[2,3-c]quinolin-6-one NC1=C(C=2C3=C(C(N(C2C=C1)C)=O)OCC([C@@H](N3)C3CC3)(F)F)F